1-{[(2s,3s,4r)-4-fluoro-4-(hydroxymethyl)-3-methyl-5-oxopyrrolidin-2-yl]methoxy}-7-methoxyisoquinoline-6-carboxamide F[C@]1([C@H]([C@H](NC1=O)COC1=NC=CC2=CC(=C(C=C12)OC)C(=O)N)C)CO